BrC=1C=CC2=C(N(N=N2)CCC#N)C1 3-(6-bromo-1H-benzo[d][1,2,3]triazol-1-yl)propionitrile